(S)-4-(6-chloro-1-(2-isopropyl-4-methylpyridin-3-yl)-2-oxo-7-phenyl-1,2-diHydropyrido[2,3-d]pyrimidin-4-yl)-3-methylpiperazine-1-carboxylate ClC1=CC2=C(N(C(N=C2N2[C@H](CN(CC2)C(=O)[O-])C)=O)C=2C(=NC=CC2C)C(C)C)N=C1C1=CC=CC=C1